CC=1N=C(SC1C(=O)O)C1=CC(=NO1)C 4-methyl-2-(3-methylisoxazol-5-yl)thiazole-5-carboxylic acid